4-(5-(4-(trifluoromethyl)phenyl)isoxazol-3-yl)aniline FC(C1=CC=C(C=C1)C1=CC(=NO1)C1=CC=C(N)C=C1)(F)F